3-(1-cyanocyclopropyl)-N-(4-methyl-3-(7-(methylamino)-1,6-naphthyridin-3-yl)phenyl)benzamide sodium thiododecanoate C(CCCCCCCCCCC)(=S)[O-].[Na+].C(#N)C1(CC1)C=1C=C(C(=O)NC2=CC(=C(C=C2)C)C=2C=NC3=CC(=NC=C3C2)NC)C=CC1